N[C@H](C(=O)NC1=CC(=C(C=C1)OC1=C(C=C(C=C1)F)F)C=1C2=C(C(N(C1)C)=O)N(C=C2)S(=O)(=O)C2=CC=C(C)C=C2)C(C)C (S)-2-amino-N-(4-(2,4-difluorophenoxy)-3-(6-methyl-7-oxo-1-tosyl-6,7-dihydro-1H-pyrrolo[2,3-c]pyridin-4-yl)phenyl)-3-methylbutanamide